FC(N1C(=NC2=C(C=C(C=C2C1=O)C)[C@@H](C)N[S@](=O)C(C)(C)C)C1CCOCC1)F (R)-N-((R)-1-(3-(difluoromethyl)-6-methyl-4-oxo-2-(tetrahydro-2H-pyran-4-yl)-3,4-dihydroquinazolin-8-yl)ethyl)-2-methylpropane-2-sulfinamide